butadiene-1-ol C(=CC=C)O